pentynyl iodide C(#CCCC)I